CC1CCNC1 4-methylpyrrolidin